1,2-dimethyl-3-hydroxypyridin CN1C(C(=CC=C1)O)C